C1(=CC=CC2=CC=CC=C12)N(C1=CC=C(C=C1)C1=CC=C(N(C2=CC=CC=C2)C2=CC=CC3=CC=CC=C23)C=C1)C1=CC=CC=C1 N,N'-bis(1-naphthyl)-N,N'-diphenyl-benzidine